ClC=1C=C(C=CC1)C1(CC1)N(C1CNC1)C N-[1-(3-chlorophenyl)cyclopropyl]-N-methyl-3-azetidineamine